N1(C=NC=C1)C=1C=C(C=C(C1)C(F)(F)F)NC(C1=CC(=C(C=C1)C)C#CC1=CN=C2N1N=CC=C2)=O N-(3-(1H-imidazol-1-yl)-5-(trifluoromethyl)phenyl)-3-(imidazo[1,2-b]pyridazin-3-ylethynyl)-4-methyl-benzamide